3-(3-((2-((5-ethyl-2-(1-methylpiperidin-4-yl)-2H-1,2,3-triazol-4-yl)amino)-5-(trifluoromethyl)pyrimidin-4-yl)amino)propyl)-1,3-oxazinan-2-one C(C)C=1C(=NN(N1)C1CCN(CC1)C)NC1=NC=C(C(=N1)NCCCN1C(OCCC1)=O)C(F)(F)F